5-([1,2,4]Triazolo[1,5-a]pyridin-6-yl)-4-methoxy-N-(2-azaspiro[3.5]nonan-7-yl)pyrrolo[2,1-f][1,2,4]triazin-2-amine N=1C=NN2C1C=CC(=C2)C=2C=CN1N=C(N=C(C12)OC)NC1CCC2(CNC2)CC1